5-[3-(1H-imidazol-5-yl)-6-[(oxolan-3-yloxy)methyl]imidazo[1,2-a]pyrimidin-2-yl]-3-(trifluoromethyl)-1H-1,2,4-triazole N1C=NC=C1C1=C(N=C2N1C=C(C=N2)COC2COCC2)C2=NC(=NN2)C(F)(F)F